FC1C(C(=O)OC1=O)F difluorosuccinic anhydride